C(C)(C)(C)[Si](O[C@@H]1C=C[C@@H](C1)O[Si](C1=CC=CC=C1)(C1=CC=CC=C1)C(C)(C)C)(C1=CC=CC=C1)C1=CC=CC=C1 (3S,5R)-3,5-di(tert-butyl-diphenyl-silanyloxy)-1-cyclopentene